4-ethenyl-2,3,5,6-tetrafluorobenzenesulfonic acid C(=C)C1=C(C(=C(C(=C1F)F)S(=O)(=O)O)F)F